CC(C1=CC=CC=C1)N1C(=NC=C1C(=O)OCC)S ethyl 1-(α-methylbenzyl)-2-mercaptoimidazole-5-carboxylate